FC1=CC=2N(C=C1)C(=CN2)C2=C1CNC(C1=C(C=C2)NC2=NC=C(C=C2)N2CCC(CC2)O)=O 4-(7-fluoroimidazo[1,2-a]pyridin-3-yl)-7-[[5-(4-hydroxy-1-piperidyl)-2-pyridyl]amino]isoindolin-1-one